tert-Butyl (2-(2-(4-methoxybutoxy)ethoxy)ethyl)carbamate COCCCCOCCOCCNC(OC(C)(C)C)=O